CN1C(C=2C=CC=C3C2C1=CC1=C(N3CC3=CC=C(C=C3)C)N=CC=C1)=O 1-methyl-6-(4-methylbenzyl)-1,6-dihydro-2H-pyrido[3',2':6,7]azepino[4,3,2-cd]isoindol-2-one